ClC1=NC(=CC(=C1)[C@@H]1COC2(CC2)CN1C(C=C)=O)Cl (R)-1-(6-(2,6-dichloropyridin-4-yl)-4-oxa-7-azaspiro[2.5]octan-7-yl)prop-2-en-1-one